FC1CC(N(C1)C(C(C)N1C(C=CC=C1)=O)=O)C(=O)NC(C1=CC=C(C=C1)C(C)C)C1=CC=CC=C1 4-fluoro-1-[2-(2-oxo-1,2-dihydropyridin-1-yl)propanoyl]-N-{phenyl[4-(propan-2-yl)phenyl]methyl}pyrrolidine-2-carboxamide